C(C)(C)(C)OC(N[C@@H]1CN(C[C@H](C1)F)C1=C2C(=C(NC2=C(C=C1F)C#N)C)C)=O ((3s,5s)-1-(7-cyano-5-fluoro-2,3-dimethyl-1H-indol-4-yl)-5-fluoropiperidin-3-yl)carbamic acid tert-butyl ester